C1(O)=C(O)C(=CC=C1)N Catecholmonoamin